Br[C@@H]1COC2=CC=CC=C2[C@H]1O (3R,4R)-3-bromochroman-4-ol